OC=1C=C(C=CC1)NS(=O)(=O)C=1C=C(C=CC1OC)C1=C(N=C(S1)NC(=O)C1CCCC1)C N-[5-[3-[(3-hydroxyphenyl)sulfamoyl]-4-methoxy-phenyl]-4-methyl-thiazol-2-yl]cyclopentanecarboxamide